isopropyl (((S)-((3aS,4R,6S,6aS)-6-(4-aminopyrrolo[2,1-f][1,2,4]triazin-7-yl)-4-cyano-2-oxotetrahydrofurano[3,4-d][1,3]dioxol-4-yl) methoxy) (phenoxy) phosphoryl)-L-alaninate NC1=NC=NN2C1=CC=C2[C@@H]2O[C@]([C@@H]1[C@H]2OC(O1)=O)(C#N)COP(=O)(OC1=CC=CC=C1)N[C@@H](C)C(=O)OC(C)C